C1(=CC=C(C=C1)N1C=CC2=C1N(C1=CC=CC=C21)C2=NC(=NC(=N2)C2=CC=CC=C2)C2=CC=CC=C2)C2=CC=CC=C2 1-([1,1'-biphenyl]-4-yl)-8-(4,6-diphenyl-1,3,5-triazin-2-yl)-1,8-dihydropyrrolo[2,3-b]indole